ClC=1C=C(C=CC1)NC=1N(C2=NC(=NC=C2N1)NC1(CCOCC1)C)C1CCC(CC1)CO ((1S,4S)-4-(8-((3-chlorophenyl)amino)-2-((4-methyltetrahydro-2H-pyran-4-yl)amino)-9H-purin-9-yl)cyclohexyl)methanol